2-(3-oxo-3-(2,3,6-trifluoro-4-(methoxycarbonyl)phenyl)propyl)morpholine-4-carboxylic acid O=C(CCC1CN(CCO1)C(=O)O)C1=C(C(=C(C=C1F)C(=O)OC)F)F